C1(O)=C(C(O)=CC(O)=C1)C(=O)O phloroglucinolcarboxylic acid